COC(C(C1=CC=C(C=C1)C)(O)C1OC2=C(C=CC=C2C=C1)Cl)=O 2-(8-chloro-2H-chromenyl)-2-hydroxy-2-p-methylphenylacetic acid methyl ester